FCCOC[C@H](C)NC(=O)C1=NC(=C(C=C1)N1CC(C1)OC)OC[C@H]1[C@H](C1)CO N-[(2S)-1-(2-fluoroethoxy)prop-2-yl]-6-{[(1R,2S)-2-(hydroxymethyl)cyclopropyl]methoxy}-5-(3-methoxyazetidin-1-yl)pyridine-2-carboxamide